FC1=NC(=CC(=C1)N(C=1SC(=C(N1)C(=O)N[C@@H]1CCC12CCC2)C)C(=O)C2CCOCC2)F 2-[(2,6-difluoro-4-pyridyl)-(tetrahydropyran-4-carbonyl)amino]-5-methyl-N-[(3R)-spiro[3.3]-heptan-3-yl]-thiazole-4-carboxamide